C(#N)[C@H]1N(C[C@H](C1)F)C(CNC1(C[C@@H]2[C@@H](CN(C2)C(=O)N(C)C)C1)C)=O (3aR,5s,6aS)-5-((2-((2S,4S)-2-cyano-4-fluoropyrrolidin-1-yl)-2-oxoethyl)amino)-N,N,5-trimethylhexahydrocyclopenta[c]pyrrole-2(1H)-carboxamide